C1(=CC=CC=C1)S(=O)(=O)OC1=C(C=CC=C1)NC(=O)NC1=C(C=CC=C1)OS(=O)(=O)C1=CC=CC2=CC=CC=C12 N-[2-(benzenesulfonyloxy)phenyl]-N'-[2-(1-naphthalenesulfonyloxy)phenyl]urea